(1-hydroxy-1,2-dihydronaphthalen-2-yl)-6-methoxy-2-oxo-3-phenylindoline-1-carboxylate OC1C(C=CC2=CC=CC=C12)OC(=O)N1C(C(C2=CC=C(C=C12)OC)C1=CC=CC=C1)=O